[Cl-].C[N+](CCC[Si](OC)(OC)OC)(CCCCCCCCCCCCCC)C dimethyltetradecyl-(3-trimethoxysilylpropyl)ammonium chloride